para-tert-butylphenol disulphide C(C)(C)(C)C12C(C3C(C=C1)(O)S3)S2